C1(CC1)CN1C(=CC=2C1=NC(=CC2)C2=CC=C(C=C2)OCC2=CC=NC=C2)C2=NC1=C(N2C)C(=CC(=C1)C(=O)N1C2CCC(C1)[C@H]2N)OC (7R)-2-{2-[1-(cyclopropylmethyl)-6-{4-[(pyridin-4-yl)methoxy]phenyl}-1H-pyrrolo[2,3-b]pyridin-2-yl]-7-methoxy-1-methyl-1H-1,3-benzodiazole-5-carbonyl}-2-azabicyclo[2.2.1]heptan-7-amine